C(C=C)(=O)NC1=CC=C(C=C1)C1=NN2N=CN=C(C2=C1C1=CC(=C(C=C1)NC(=O)C1CCC1)OC)N N-(4-(6-(4-acrylamidophenyl)-4-aminopyrazolo[5,1-f][1,2,4]triazin-5-yl)-2-methoxyphenyl)cyclobutanamide